COC1OCC1 methoxyoxetan